C(C)(C)(C)OC(=O)N1C2(CCC1CC2)CO Tert-butyl-1-(hydroxymethyl)-7-azabicyclo[2.2.1]heptane-7-carboxylate